ClC=1C=C(C=C2C(=C(C=NC12)C(C)(C)O)C)C1=NC(=NC=C1F)Cl 2-(8-chloro-6-(2-chloro-5-fluoropyrimidin-4-yl)-4-methylquinolin-3-yl)propan-2-ol